CC=1C(=C2C=NNC2=CC1)C1=C(C(=NC2=CC(=CC=C12)C1=CC=NN1C)N1CC2(CNC2)CC1)C#N 4-(5-methyl-1H-indazol-4-yl)-7-(1-methyl-1H-pyrazol-5-yl)-2-(2,6-diazaspiro[3.4]octan-6-yl)quinoline-3-carbonitrile